N-(3,6-bis(2,2,2-trifluoroethyl)-9H-xanthen-9-yl)-2-oxo-6-(trifluoromethyl)-1,2-dihydropyridine-3-carboxamide FC(CC=1C=CC=2C(C3=CC=C(C=C3OC2C1)CC(F)(F)F)NC(=O)C=1C(NC(=CC1)C(F)(F)F)=O)(F)F